C[C@]12CC3(CC(C[C@@](C1)(C3)C)C2)NC(=O)C2=CC=C(C(=O)O)C=C2 4-(((1r,3r,5s,7r)-3,5-dimethyladamantan-1-yl)carbamoyl)benzoic acid